FC=1C=C(C=CC1OC)C1=CN=C2N1C=CN=C2NC2=CC(=C(C(=O)N(C)[C@@H]1CNC[C@H]1O)C=C2)C 4-[[3-(3-fluoro-4-methoxyphenyl)imidazo[1,2-a]pyrazin-8-yl]amino]-N-[(3R,4R)-4-hydroxypyrrolidin-3-yl]-N,2-dimethylbenzamide